CN1C(=NC=C1)C(=O)[O-].[Li+] lithium 1-methyl-1H-imidazole-2-carboxylate